FC1=C(C(=CC(=C1)N1CC(CC1)(C1N(CCCC1)C)C)F)S(=O)(=O)NC1=NC(=CC=C1)F 2,6-difluoro-N-(6-fluoropyridin-2-yl)-4-(3-methyl-3-(1-methylpiperidin-2-yl)pyrrolidin-1-yl)benzenesulfonamide